N-((R)-1-(3-(difluoromethyl)-2-fluorophenyl)ethyl)-4-((1-methylpiperidin-4-yl)amino)-1-(3-methylpyrrolidin-3-yl)-6-oxo-1,6-dihydropyridine-3-carboxamide trifluoroacetate salt FC(C(=O)O)(F)F.FC(C=1C(=C(C=CC1)[C@@H](C)NC(=O)C1=CN(C(C=C1NC1CCN(CC1)C)=O)C1(CNCC1)C)F)F